(S,E)-1-(4-(4-(4-(4-(2-amino-4-(difluoromethyl)pyrimidin-5-yl)-6-morpholino-1,3,5-triazin-2-yl)piperazin-1-yl)-4-oxobutyl)piperidin-1-yl)-4-(3-fluoropyrrolidin-1-yl)but-2-en-1-one NC1=NC=C(C(=N1)C(F)F)C1=NC(=NC(=N1)N1CCOCC1)N1CCN(CC1)C(CCCC1CCN(CC1)C(\C=C\CN1C[C@H](CC1)F)=O)=O